FC1=C2C=C(N(C2=CC=C1N1C(C2=CC(=C(C=C2C(=C1)C(=O)N1CCCCC1)OC)OC)=O)C)C 2-(4-fluoro-1,2-dimethyl-1H-indol-5-yl)-6,7-dimethoxy-4-(piperidine-1-carbonyl)-1,2-dihydroisoquinolin-1-one